CN1N=C(C=2CCCC(C12)=C=O)C(=O)OC methyl 1-methyl-7-carbonyl-4,5,6,7-tetrahydro-1H-indazole-3-carboxylate